COC1=CC=C(C(=N1)C#CCCNC(OC(C)(C)C)=O)[N+](=O)[O-] tert-butyl (4-(6-methoxy-3-nitropyridin-2-yl) but-3-yn-1-yl)-carbamate